ClC1=NN=C(C2=CC=CC=C12)O[C@H]1CN(CCC1)C(=O)OC(C)(C)C tert-butyl (3R)-3-[(4-chlorophthalazin-1-yl)oxy]piperidine-1-carboxylate